3-methyl-butyraldehyde CC(CC=O)C